thoracosan [Th]CCCCCCCCCCCCCCCCCCC